C(C)(C)(C)OC(=O)N1CCC(=CC1)C=1SC(=CC1)C(=O)O 4-(5-carboxy-thiophen-2-yl)-3,6-dihydro-2H-pyridine-1-carboxylic acid tert-butyl ester